(2S,4S)-N-((4-carbamimidoylthiophen-2-yl)methyl)-4-(difluoromethyl)-1-((4-phenoxybenzoyl)glycyl)pyrrolidine-2-carboxamide C(N)(=N)C=1C=C(SC1)CNC(=O)[C@H]1N(C[C@H](C1)C(F)F)C(CNC(C1=CC=C(C=C1)OC1=CC=CC=C1)=O)=O